N-(5-((E)-2-(2-(((1r,4r)-4-aminocyclohexyl)amino)pyrimidin-5-yl)vinyl)-3-fluoro-6-methoxypyridin-2-yl)-2-chlorobenzenesulfonamide NC1CCC(CC1)NC1=NC=C(C=N1)/C=C/C=1C=C(C(=NC1OC)NS(=O)(=O)C1=C(C=CC=C1)Cl)F